BrCCCCCC(=O)NCCCCCCCCCCCCCC 6-bromo-N-tetradecylhexanamide